N-[3-(4-Methoxyphenyl)-1-methylazetidin-3-yl]-6-(naphthalen-2-yl)-4-oxo-4,5-dihydropyrazolo-[1,5-a]pyrazine-2-carboxamide formic acid salt C(=O)O.COC1=CC=C(C=C1)C1(CN(C1)C)NC(=O)C1=NN2C(C(NC(=C2)C2=CC3=CC=CC=C3C=C2)=O)=C1